ClC1=C(C=C2C=C(N=CC2=C1)NC(=O)[C@H]1[C@@H](C1)C1=NC=CC=C1)C1CCN(CC1)[C@]1(COCC1)C (1R,2R)-N-(7-chloro-6-(1-(3R-methyltetrahydrofuran-3-yl)piperidin-4-yl)isoquinolin-3-yl)-2-(pyridin-2-yl)cyclopropane-1-carboxamide